1-(4-(4-amino-5-bromopyrrolo[2,1-f][1,2,4]triazin-7-yl)piperidin-1-yl)-2-methylpropan-1-one NC1=NC=NN2C1=C(C=C2C2CCN(CC2)C(C(C)C)=O)Br